bis(2-dicyclohexylphosphino-2',6'-dimethoxybiphenyl) platinum dichloride [Pt](Cl)Cl.C1(CCCCC1)P(C1=C(C=CC=C1)C1=C(C=CC=C1OC)OC)C1CCCCC1.C1(CCCCC1)P(C1=C(C=CC=C1)C1=C(C=CC=C1OC)OC)C1CCCCC1